COC1=CC=C(OC2=CC=C(C=C2)N2N=C3C(NCCC3C3CCNCC3)=C2C(=O)N)C=C1 2-[4-(4-methoxyphenoxy)phenyl]-7-(piperidin-4-yl)-4,5,6,7-tetrahydro-2H-pyrazolo[4,3-b]pyridine-3-carboxamide